[Mg+2].C(CN(CC(=O)[O-])CC(=O)[O-])N(CC(=O)[O-])CC(=O)[O-].[Mg+2] ethylenediaminetetraacetic acid magnesium salt